5-(4-(Phenylsulfonyl)piperazin-1-yl)-2-(pyridin-2-yl)-4,5,6,7-tetrahydro-2H-indazol-3-ol C1(=CC=CC=C1)S(=O)(=O)N1CCN(CC1)C1CC2=C(N(N=C2CC1)C1=NC=CC=C1)O